FC=1C=C(C=CC1)[C@H](CNC(C[C@H]1CN(CC1)C(=O)OC(C)(C)C)(C)C)O tert-butyl (S)-3-(2-(((R)-2-(3-fluorophenyl)-2-hydroxyethyl)amino)-2-methylpropyl)pyrrolidine-1-carboxylate